(2-(2-fluoro-5-methylphenylamino)-5-methylpyrimidin-4-ylamino)benzo[d]oxazol-2(3H)-one FC1=C(C=C(C=C1)C)NC1=NC=C(C(=N1)NN1C(OC2=C1C=CC=C2)=O)C